N-(4,7-dimethoxybenzothiazol-2-yl)-2-(4-cyanophenoxy)-2-[4-(ethylsulfonyl)phenyl]acetamide COC1=CC=C(C2=C1N=C(S2)NC(C(C2=CC=C(C=C2)S(=O)(=O)CC)OC2=CC=C(C=C2)C#N)=O)OC